N-(4-{[3-(2-cyano-3-fluorophenyl)-1-{[2-(trimethylsilyl)ethoxy]methyl}-1H-pyrrolo[2,3-b]pyridin-4-yl]oxy}-3,5-difluorophenyl)-N'-[(3-methyloxetan-3-yl)methyl]urea C(#N)C1=C(C=CC=C1F)C1=CN(C2=NC=CC(=C21)OC2=C(C=C(C=C2F)NC(=O)NCC2(COC2)C)F)COCC[Si](C)(C)C